tert-butyl N-[(2R)-1-[(7-methoxy-6-nitroquinazolin-4-yl) oxy]propan-2-yl]carbamate COC1=C(C=C2C(=NC=NC2=C1)OC[C@@H](C)NC(OC(C)(C)C)=O)[N+](=O)[O-]